COC1=CC=C(COC(C(=O)N[C@@H](C)C2=CC=C(C(=O)O)C=C2)C(C)C)C=C1 4-((1S)-1-(2-((4-methoxybenzyl)oxy)-3-methylbutanoylamino)ethyl)benzoic acid